CC1OCCCC1 2-(methyl)tetrahydro-2H-pyran